2-[4-(3-(6-Methylpyridin-2-yl)-1-(pyridin-4-ylmethyl)-1H-pyrazol-4-yl)pyridin-2-yl]-5-(methylsulfonyl)-1,4,5,6-tetrahydropyrrolo[3,4-d]imidazole CC1=CC=CC(=N1)C1=NN(C=C1C1=CC(=NC=C1)C1=NC2=C(N1)CN(C2)S(=O)(=O)C)CC2=CC=NC=C2